BrC=1C=C2C(=NC1)C(C(N2C2CC(C2)(C#N)N2CC(OCC2)(C)C)=O)(C)C (1s,3s)-3-(6-bromo-3,3-dimethyl-2-oxo-2,3-dihydro-1H-pyrrolo[3,2-b]pyridin-1-yl)-1-(2,2-dimethylmorpholino)cyclobutane-1-carbonitrile